(2-(4-Chloro-2-fluorophenyl)-2-methyl-1,3-dioxolan-4-yl)methyl 4-methylbenzenesulfonate CC1=CC=C(C=C1)S(=O)(=O)OCC1OC(OC1)(C)C1=C(C=C(C=C1)Cl)F